FCC1=CC(=CC=N1)C(F)(F)F 6-(fluoromethyl)-4-(trifluoromethyl)pyridin